N-(3-(6-Ethoxypyridin-3-yl)-1-methyl-1H-indol-6-yl)-4-methyl-3-((6-phenylpyrimidin-4-yl)amino)benzamide C(C)OC1=CC=C(C=N1)C1=CN(C2=CC(=CC=C12)NC(C1=CC(=C(C=C1)C)NC1=NC=NC(=C1)C1=CC=CC=C1)=O)C